ClC1=C(C=CC=C1F)C1=CC2=C(O[C@H](CN2S(=O)(=O)C2=CC(=CC=C2)C(F)(F)F)CNC(CC#N)=O)C=C1 (S)-N-((6-(2-chloro-3-fluoro-phenyl)-4-((3-(trifluoromethyl)-phenyl)sulfonyl)-3,4-dihydro-2H-benzo[b][1,4]oxazin-2-yl)methyl)-2-cyanoacetamide